2-amino-5-(3-amino-7-(1H-pyrazol-4-yl)isoxazolo[4,5-c]pyridin-4-yl)-4-chloro-N-ethylbenzamide NC1=C(C(=O)NCC)C=C(C(=C1)Cl)C1=NC=C(C2=C1C(=NO2)N)C=2C=NNC2